PYRAZOLOPYRAZIN N1N=CC2=C1N=CC=N2